(3aR,5R,6aS)-5-(4-fluoro-3-(5-fluoropyrimidin-2-yl)benzyl)-2-oxohexahydro-2H-cyclopenta[d]oxazole-5-carboxylate FC1=C(C=C(C[C@@]2(C[C@H]3[C@H](NC(O3)=O)C2)C(=O)[O-])C=C1)C1=NC=C(C=N1)F